Cl.C(#N)C=1C=C(C=CC1OC(C)C)C1=NC(=NO1)C1=CC=C(C2=CC=CC=C12)CN[C@H]1C[C@H](C1)C(=O)O (cis)-3-(((4-(5-(3-cyano-4-isopropoxyphenyl)-1,2,4-oxadiazol-3-yl)naphthalen-1-yl)methyl)amino)cyclobutane-1-carboxylic acid hydrochloride